((6-hydroxy-5'-methyl-4-pentyl-1',2',3',4'-tetrahydro-[1,1'-biphenyl]-2-yl)oxy)methyl acetate C(C)(=O)OCOC1=C(C(=CC(=C1)CCCCC)O)C1CCCC(=C1)C